N-(4-chlorophenyl)-6-(6-fluoroquinolin-4-yl)spiro[2.5]octane-1-carboxamide ClC1=CC=C(C=C1)NC(=O)C1CC12CCC(CC2)C2=CC=NC1=CC=C(C=C21)F